OC1(CC(=CC=C1)N1N=C2C(=N1)C=CC=C2)C(C)(C)C 2-(3-hydroxy-3-tert-butylphenyl)-2H-benzotriazole